CC1=CC=C(C=C1)N1C(C=NC2=CC=CC=C12)=O (4-methylphenyl)quinoxalin-2(1H)-one